2-methylbutyl isobutanoate C(C(C)C)(=O)OCC(CC)C